2-bromo-2-(4-chloro-2-methoxyphenyl)-1-(3,7-dihydro-2H-furo[3,2-f]indol-5-yl)ethanone BrC(C(=O)C1=CNC2=CC3=C(C=C12)CCO3)C3=C(C=C(C=C3)Cl)OC